3-methyl-2-(4-{[1-methyl-4-(2-methylpyridine-4-yl)-1H-Pyrazole-3-yl]methoxy}phenyl)quinoline CC=1C(=NC2=CC=CC=C2C1)C1=CC=C(C=C1)OCC1=NN(C=C1C1=CC(=NC=C1)C)C